(1R)-5-ethoxy-N-(6-(1-((3R,4R)-4-fluoro-3-methyltetrahydrofuran-3-yl)piperidin-4-yl)-7-methylisoquinolin-3-yl)spiro[2.3]hexane-1-carboxamide C(C)OC1CC2(C[C@H]2C(=O)NC=2N=CC3=CC(=C(C=C3C2)C2CCN(CC2)[C@@]2(COC[C@@H]2F)C)C)C1